(1R,2S)-2-methyl-1-(6-(2-methyl-2H-pyrazolo[3,4-b]pyridin-5-yl)thieno[2,3-b]pyridin-2-yl)cyclobutanol C[C@@H]1[C@@](CC1)(O)C1=CC=2C(=NC(=CC2)C2=CC=3C(N=C2)=NN(C3)C)S1